ClC1=C(C=CC=C1Cl)N1CCN(CC1)CCC1(CCC(CC1)NC(=O)NCC)OC 1-(Cis-4-(2-(4-(2,3-dichlorophenyl)piperazin-1-yl)ethyl)-4-methoxycyclohexyl)-3-ethylurea